C(CCCCCCCCCCC)C1=C(C2=CC=CC=C2C=C1)O.[Na] sodium lauryl-naphthol